ClC1=C(C=CC=C1)C1=NOC(=C1COC)C=1C=NN(C1C)C1CC(C1)(O)C (1R,3S)-3-{4-[3-(2-chlorophenyl)-4-(methoxymethyl)-1,2-oxazol-5-yl]-5-methyl-1H-pyrazol-1-yl}-1-methylcyclobutan-1-ol